C(=C\CCCCC)/C1=CC=C(C=C1)[C@H]1[C@@H](C1)/C=C/C(=O)OCC Ethyl (2E)-3-[(trans)-2-{4-[(1E)-1-hepten-1-yl]phenyl}cyclopropyl]-2-propenoate